ClC=1C=C(C=CC1)C1=NC(=NC(=C1)C1=CC=CC=C1)C1=CC=C(C=C1)C=1C=C2C=3C=C4C(=CC3N(C2=CC1)C1=CC=CC=C1)C=CC=C4 2-(4-(4-(3-chlorophenyl)-6-phenylpyrimidin-2-yl)phenyl)-5-phenyl-5H-benzo[b]carbazole